COCCN1C(=NN=C1)C1=CC=2N(C(=C1)OC1=CC=C(C=C1)OCCOC1CCOCC1)C=NC2 7-[4-(2-methoxyethyl)-1,2,4-triazol-3-yl]-5-[4-(2-tetrahydropyran-4-yloxyethoxy)phenoxy]imidazo[1,5-a]pyridine